C(C)C(CC(C=O)C)CCCC 4-ethyl-2-methyl-octanal